2,2,6-trimethylcyclohexan-1-one CC1(C(C(CCC1)C)=O)C